2-(2,3-Dichloro-6-(2-(trimethylsilyl)ethoxy)phenyl)-2,7-diazaspiro[3.5]nonan-6-one ClC1=C(C(=CC=C1Cl)OCC[Si](C)(C)C)N1CC2(C1)CC(NCC2)=O